FC(C(=O)O)(F)F.COC[C@@H](C1=CC=CC=C1)NC(=O)C=1N=C(NC1C)C1=NC=CC(=C1)C=1C=NC=C(C1)N1CCOCC1 N-[(1R)-2-Methoxy-1-phenylethyl]-5-methyl-2-(5-morpholin-4-yl-3,4'-bipyridin-2'-yl)-1H-imidazole-4-carboxamide trifluoroacetate salt